2-((1R,2S,5R)-2-isopropyl-5-methylcyclohexyl)propane-1,3-diol C(C)(C)[C@H]1[C@@H](C[C@@H](CC1)C)C(CO)CO